COC(=O)C=1SC=C(C1)Br 4-bromo-thiophene-2-carboxylic acid methyl ester